CC1=CC=C(C=C1)S(=O)(=O)[O-] toluene-para-sulfonate